C1(CCCC1)C=1C=C(C(=NC1)NC(C1=C(C=CC(=C1)[N+](=O)[O-])SC1=NN=CN1C)=O)F N-(5-cyclopentyl-3-fluoropyridin-2-yl)-2-[(4-methyl-4H-1,2,4-triazol-3-yl)sulfanyl]-5-nitrobenzamide